COC=1C=CC2=C(C1)CO[C@@H]1[C@H]2NCCC1 (4aS,10bS)-8-methoxy-2,3,4,4a,6,10b-hexahydro-1H-isochromeno[4,3-b]pyridine